(2-[3-(dimethoxymethylsilyl)propoxy]-5-hydroxyphenyl)trimethylphosphonium bromide [Br-].COC(OC)[SiH2]CCCOC1=C(C=C(C=C1)O)[P+](C)(C)C